tert-Butyl (S)-(1-oxoheptan-2-yl)carbamate O=C[C@H](CCCCC)NC(OC(C)(C)C)=O